(S)-2,4-dimethyl-3-(4-(2-(1-methyl-1H-pyrazole-5-carboxamido)-3,3-diphenylpropanamido)phenyl)pyridine 1-oxide CC1=[N+](C=CC(=C1C1=CC=C(C=C1)NC([C@H](C(C1=CC=CC=C1)C1=CC=CC=C1)NC(=O)C1=CC=NN1C)=O)C)[O-]